N-(4-(8-amino-3-(tetrahydro-2H-pyran-3-yl)imidazo[1,5-a]pyrazin-1-yl)benzyl)-5-fluoro-2-methoxybenzamide NC=1C=2N(C=CN1)C(=NC2C2=CC=C(CNC(C1=C(C=CC(=C1)F)OC)=O)C=C2)C2COCCC2